COC1=CC=C(C=C1)C1=NN2C(=NC=3C(=CC=CC3C2=N1)C)NC=1C(N=CC=CC1)=O (3R)-3-{[2-(4-methoxyphenyl)-7-methyl-[1,2,4]triazolo[1,5-c]quinazolin-5-yl]amino}azepin-2-one